BrC=1C=C2C(=NC1)N(C=C2C2CCC2)S(=O)(=O)C2=CC=C(C)C=C2 5-bromo-3-cyclobutyl-1-tosyl-1H-pyrrolo[2,3-b]pyridine